ammonium (Z)-5-(1-amino-2-cyano-3-oxo-3-(thiazol-4-yl)prop-1-enyl)-2-hydroxy-3-nitrophenolate N\C(=C(/C(C=1N=CSC1)=O)\C#N)\C=1C=C(C(=C(C1)[O-])O)[N+](=O)[O-].[NH4+]